FC=1C=C(C=CC1N1C(CCC1)=O)C=1C=CC(=NC1)NC=1C=C(C=NC1)N1C(NCC1)=O 1-(5-((5-(3-fluoro-4-(2-oxopyrrolidin-1-yl)phenyl)pyridin-2-yl)amino)pyridin-3-yl)imidazolidin-2-one